tert-butyl (R)-4-((S)-1-(tert-butoxycarbonyl)-4,4-difluoropyrrolidin-2-yl)-1,2,3-oxathiazolidine-3-carboxylate 2,2-dioxide C(C)(C)(C)OC(=O)N1[C@@H](CC(C1)(F)F)[C@H]1N(S(OC1)(=O)=O)C(=O)OC(C)(C)C